6-[5-[[1-[(E)-2-(aminomethyl)-3-fluoro-allyl]-5-oxo-1,2,4-triazol-4-yl]methyl]-2-thienyl]-8-fluoro-4H-1,4-benzoxazin-3-one hydrochloride Cl.NC/C(/CN1N=CN(C1=O)CC1=CC=C(S1)C=1C=C(C2=C(NC(CO2)=O)C1)F)=C\F